NC1=C(C(=NN1C=1N=C2N(N1)[C@@H](C[C@@H]2F)C2=CC=CC=C2)C)C#N 5-Amino-1-[(5s,7s)-7-fluoro-5-phenyl-6,7-dihydro-5H-pyrrolo[1,2-b][1,2,4]triazol-2-yl]-3-methyl-pyrazole-4-carbonitrile